(1S,2S,4R)-2-[(tert-butyldimethylsilyl)oxy]-4-(4-{[(2,4-dimethoxyphenyl)methyl]Amino}-5-(1-methyl-1H-pyrazol-3-yl)-7H-pyrrolo[2,3-d]Pyrimidin-7-yl)cyclopentane-1-carbaldehyde [Si](C)(C)(C(C)(C)C)O[C@@H]1[C@H](C[C@H](C1)N1C=C(C2=C1N=CN=C2NCC2=C(C=C(C=C2)OC)OC)C2=NN(C=C2)C)C=O